(S)-2-(ethylamino)-3-(p-tolyl)propanoic acid C(C)N[C@H](C(=O)O)CC1=CC=C(C=C1)C